8-chloro-4'-(methylamino)-6-(pyrimidin-4-ylamino)spiro[2H-imidazo[1,5-a]pyridine-3,1'-cyclohexane]-1,5-dione hydrochloride Cl.ClC1=C2N(C(C(=C1)NC1=NC=NC=C1)=O)C1(CCC(CC1)NC)NC2=O